C(C1=CC=CC=C1)(=O)C1=C(C=C(OCCC2=CC=CC3=NN(N=C32)C3=C(C(=C(C=C3)C(C(=C)C)=O)Cl)O)C=C1)O 2-(4-benzoyl-3-hydroxyphenoxy)ethyl-2-(2'-hydroxy-4'-methacryloyl-chlorophenyl)benzotriazole